FC1=NC=CC(=C1F)C1=C(C=CC=C1)CN (2,3-difluoropyridylphenyl)methylamine